C(C#CC)(=O)NCCN1C(C(N(C=2C=NC(=NC12)NC1=C(C=C(C(=O)NCC)C=C1)OC)C)=O)CC 4-((8-(2-(2-butynamido)ethyl)-7-ethyl-5-methyl-6-oxo-5,6,7,8-tetrahydropteridin-2-yl)amino)-N-ethyl-3-methoxybenzamide